ClC1=C(OC2=CC(=C(C=C2C2=CN(C=3C(NC=CC32)=O)C)N3C(C(CC3=O)C)=O)C)C=CC(=C1)F (4-(2-chloro-4-fluorophenoxy)-2-methyl-5-(1-methyl-7-oxo-6,7-dihydro-1H-pyrrolo[2,3-c]pyridin-3-yl)phenyl)-3-methylpyrrolidine-2,5-dione